C(CCC)C=1OC2=C(C1C(C1=CC=C(C=C1)O)=O)C=C(C=C2)[N+](=O)[O-] 2-n-butyl-3-(4-hydroxybenzoyl)-5-nitrobenzofuran